3-(2-Fluorophenyl)-1-ethyl-1H-pyrazole FC1=C(C=CC=C1)C1=NN(C=C1)CC